N1N=CC2=C1N=CC=C2N Pyrazolo[3,4-b]Pyridin-4-amine